N-[4-[[4-(3,5-dichlorophenyl)-3,6-dihydro-2H-pyridin-1-yl]sulfonyl]phenyl]-2-[methyl(methyl-sulfonyl)amino]benzamide ClC=1C=C(C=C(C1)Cl)C=1CCN(CC1)S(=O)(=O)C1=CC=C(C=C1)NC(C1=C(C=CC=C1)N(S(=O)(=O)C)C)=O